N[C@](C(=O)O)(CC1=CC(=C(C=C1)B(O)O)F)C (S)-2-amino-3-(4-dihydroxyboryl-3-fluorophenyl)-2-methylpropanoic acid